4-N-Hydroxythiophene-2,4-disulfonamide ONS(=O)(=O)C=1C=C(SC1)S(=O)(=O)N